C(#N)CS(=O)(=O)NC1=CNC2=CC=C(C=C12)C=1C=NN(C1)C1=CC=C(C=C1)CC 1-cyano-N-(5-(1-(4-ethylphenyl)-1H-pyrazol-4-yl)-1H-indol-3-yl)methanesulfonamide